4-methyl-1-phenyl-2,3-dihydrophosphole 1-oxide CC=1CCP(C1)(C1=CC=CC=C1)=O